BrC1=C2C=C(NC2=C(C(=C1)Cl)F)C(=O)N(C)C 4-bromo-6-chloro-7-fluoro-N,N-dimethyl-1H-indole-2-carboxamide